ethyl 2-(3-chloro-2-methoxy-phenyl)-2-oxo-acetate ClC=1C(=C(C=CC1)C(C(=O)OCC)=O)OC